N-(1-cyanocyclopropyl)-2-(2,6-dichloro-4-(6-(difluoromethyl)-3,5-dioxo-4,5-dihydro-1,2,4-triazin-2(3H)-yl)phenoxy)-5-hydroxypyridine-4-sulfonamide C(#N)C1(CC1)NS(=O)(=O)C1=CC(=NC=C1O)OC1=C(C=C(C=C1Cl)N1N=C(C(NC1=O)=O)C(F)F)Cl